(S)-N1-(1-(2-((1S,2R,4R)-bicyclo[2.2.1]heptan-2-ylamino)-2-oxoethyl)-2-oxo-1,2-dihydropyridin-3-yl)-2-(2,5-dichlorothiophene-3-carboxamido)-N6-methyl-5-oxohexanediamide [C@H]12[C@@H](C[C@H](CC1)C2)NC(CN2C(C(=CC=C2)NC([C@H](CCC(C(=O)NC)=O)NC(=O)C2=C(SC(=C2)Cl)Cl)=O)=O)=O